CC1=CC(=NN1C1CC2(CN(C2)C(=O)OC(C)(C)C)C1)N1C2(CCC2)CN(CC1)C1COC1 tert-butyl 6-(5-methyl-3-(8-(oxetan-3-yl)-5,8-diazaspiro[3.5]nonan-5-yl)-1H-pyrazol-1-yl)-2-azaspiro[3.3]heptane-2-carboxylate